(R)-2-(2-Hydroxypropan-2-yl)-N'-((2-isopropyl-6,7-dihydro-5H-cyclopenta[b]pyridin-3-yl)carbamoyl)thiazole-5-sulfonimidamide OC(C)(C)C=1SC(=CN1)[S@@](=O)(N)=NC(NC=1C=C2C(=NC1C(C)C)CCC2)=O